COC1=NN=C(S1)N1CC=CC=C1C N-(5-methoxy-1,3,4-thiadiazol-2-yl)-6-methylpyridine